C1(CC1)C1=NC2=CC=C(C(=C2C(=N1)N1CCC(CC1)C1=C(C=CC=C1)OC)F)N(CCO)C 2-((2-cyclopropyl-5-fluoro-4-(4-(2-methoxyphenyl)piperidin-1-yl)quinazolin-6-yl)(methyl)amino)ethanol